C(C)O[Si](CCCNC(=O)C(C(=O)O)CC)(OCC)OCC (3-triethoxysilylpropylaminocarbonyl)butyric acid